C1(CC1)C(C(C)(C)O)N1CC2=CC=CC(=C2C1=O)C1=CC=C2CC(N(CC2=C1)C)=O 7-(2-(1-cyclopropyl-2-hydroxy-2-methylpropyl)-3-oxoisoindolin-4-yl)-2-methyl-1,4-dihydroisoquinolin-3(2H)-one